COC(=O)C1=CC=C(C=2C=C(OC21)CN2C(C1=CN=CC=C1CC2)=O)C.OC=2C=C1CCC3(CCCCC3)C1=C(C2)O 5,7-dihydroxyindan-1-spiro-cyclohexane Methyl-4-methyl-2-((1-oxo-3,4-dihydro-2,7-naphthyridin-2(1H)-yl)methyl)benzofuran-7-carboxylate